NC1=C(C=C(N=N1)C1=C(C=CC=C1)O)N1CC2CCC(C1)N2C2=CC(=NC=C2)C#CCN2CC1(C2)CC(C1)F 2-[6-amino-5-[8-[2-[3-(6-fluoro-2-azaspiro[3.3]heptan-2-yl)prop-1-ynyl]-4-pyridinyl]-3,8-diazabicyclo[3.2.1]oct-3-yl]pyridazin-3-yl]phenol